CC(=CCOC=1OC2=C(C(C1)=O)C=CC=C2)C [(3-methyl-2-butenyl)oxy]-4H-1-benzopyran-4-one